Cl.S1C=NN=C1 1,3,4-thiadiazole hydrochloride